NC=1N=C(N=C(N1)N)CCCC1=NC(=NC(=N1)N)N 1,3-bis(3,5-diamino-2,4,6-triazinyl)propane